8-(6-Methoxypyridin-3-yl)-1-(4-(piperazin-1-yl)-3-(trifluoromethyl)phenyl)-5-(2-(pyrrol-1-yl)ethyl)imidazo[1,2-a]quinoxalin-4(5H)-one COC1=CC=C(C=N1)C1=CC=C2N(C(C=3N(C2=C1)C(=CN3)C3=CC(=C(C=C3)N3CCNCC3)C(F)(F)F)=O)CCN3C=CC=C3